CC1(C(C2CCC1C2)CC2CC(C(CC2)=O)C)C 4-[(6,6-dimethyl-5-bicyclo[2.2.1]heptanyl)methyl]-2-methylcyclohexan-1-one